tert-butyl (4-chloro-2-oxo-2,3-dihydro-1H-imidazo[4,5-c]quinolin-1-yl)(4-(chloromethyl)phenyl)carbamate ClC1=NC=2C=CC=CC2C2=C1NC(N2N(C(OC(C)(C)C)=O)C2=CC=C(C=C2)CCl)=O